8-(3,4-dimethoxyphenyl)-2,7-dimethyl-N-[[4-(trifluoromethyl)phenyl]methyl]pyrazolo[1,5-a][1,3,5]triazin-4-amine COC=1C=C(C=CC1OC)C=1C(=NN2C1N=C(N=C2NCC2=CC=C(C=C2)C(F)(F)F)C)C